(S)-2-[4-Amino-5-(5-chloro-2-isopropyl-4-methoxy-phenoxy)-pyrimidin-2-ylamino]-propionic acid 3-hydroxy-2-hydroxymethyl-2-methyl-propyl ester OCC(COC([C@H](C)NC1=NC=C(C(=N1)N)OC1=C(C=C(C(=C1)Cl)OC)C(C)C)=O)(C)CO